5,5-dibromohexahydropyrimidine-2,4,6-trione BrC1(C(NC(NC1=O)=O)=O)Br